(E)-1-(5-bromo-4-methyl-2-thienyl)-4,4,4-trifluoro-3-(3,4,5-trichlorophenyl)but-2-en-1-one BrC1=C(C=C(S1)C(\C=C(\C(F)(F)F)/C1=CC(=C(C(=C1)Cl)Cl)Cl)=O)C